The molecule is a phosphatidylethanolamine 32:1 zwitterion obtained by transfer of a proton from the amino to the phosphate group of 1-myristoyl-2-oleoyl-sn-glycero-3-phosphoethanolamine; major species at pH 7.3. It is a phosphatidylethanolamine 32:1 zwitterion and a tetradecanoate ester. It is a tautomer of a 1-myristoyl-2-oleoyl-sn-glycero-3-phosphoethanolamine. CCCCCCCCCCCCCC(=O)OC[C@H](COP(=O)([O-])OCC[NH3+])OC(=O)CCCCCCC/C=C\\CCCCCCCC